CNC(=O)C=1C=CC2=C(N(C(=N2)C2=CC(=C(C(=C2)OC)OC)OC)[C@@H]2C[C@H](CC2)C(NC)=O)C1 N-methyl-1-((1S,3S)-3-(methylcarbamoyl)cyclopentyl)-2-(3,4,5-trimethoxyphenyl)-1H-benzo[d]imidazole-6-carboxamide